COC(C([C@@H](C1=CC(=C(C=C1)C)COCC1=CC=C(C=C1)OC)C1=C(C2=C(N(N=N2)C)C=C1)C)(C)C)=O (S)-methyl-3-(1,4-dimethyl-1H-benzo[d][1,2,3]triazol-5-yl)-3-(3-(((4-methoxybenzyl)-oxy)-methyl)-4-methylphenyl)-2,2-dimethylpropanoate